[N+](=O)([O-])C1=CC=C2C=3C=CC(=CC3C(C2=C1)(CC=C)CC=C)C(=O)C1=C(C=CC=C1)C 1-(7-nitro-9,9-diallyl-Fluoren-2-yl)-1-(2-methylphenyl)methanone